methyl (E)-2-(4-(4-((4H-1,2,4-triazol-3-yl)methoxy)-3-fluoro-5-methoxybenzylidene)-3-methyl-5-oxo-2-thioxoimidazolidin-1-yl)acetate N=1N=C(NC1)COC1=C(C=C(\C=C/2\N(C(N(C2=O)CC(=O)OC)=S)C)C=C1OC)F